F[C@@H](CCCC=1C=C2C(=NC=NN2C1)C1=CC(=C(C=C1)CNC(OC(C)(C)C)=O)C)C=O tert-butyl N-[[4-[6-[(4S)-4-fluoro-5-oxo-pentyl]pyrrolo[2,1-f][1,2,4]triazin-4-yl]-2-methyl-phenyl]methyl]carbamate